N4-(cyclobutylmethyl)-N2-(2-methoxy-4-((4-morpholinopiperidin-1-yl)sulfonyl)phenyl)-7H-pyrrolo[2,3-d]pyrimidine-2,4-diamine C1(CCC1)CNC=1C2=C(N=C(N1)NC1=C(C=C(C=C1)S(=O)(=O)N1CCC(CC1)N1CCOCC1)OC)NC=C2